ethyl 7'-bromo-8'-methoxy-4'H-spiro[cyclopropane-1,5'-naphtho[2,1-d]isoxazole]-3'-carboxylate BrC=1C=C2C3(CC=4C(=NOC4C2=CC1OC)C(=O)OCC)CC3